N-(cis-2-(((cis-4-phenylcyclohexyl)oxy)methyl)-1-(1,3-thiazol-2-ylacetyl)piperidin-3-yl)methanesulfonamide C1(=CC=CC=C1)[C@H]1CC[C@H](CC1)OC[C@@H]1N(CCC[C@@H]1NS(=O)(=O)C)C(CC=1SC=CN1)=O